C([O-])([O-])=S carbonothiate